CC1(OB(OC1(C)C)C=1C=CC(=NC1)CN1CCNCC1)C (5-(4,4,5,5-tetramethyl-1,3,2-dioxaborolan-2-yl)pyridin-2-yl-methyl)piperazine